(S)-N-(4-fluorophenyl)-N-(3-(1-methyl-1H-pyrazol-4-yl)prop-2-yn-1-yl)-3-(6-methyl-4-(trifluoromethyl)pyridin-2-yl)-2-oxooxazolidine-4-carboxamide FC1=CC=C(C=C1)N(C(=O)[C@H]1N(C(OC1)=O)C1=NC(=CC(=C1)C(F)(F)F)C)CC#CC=1C=NN(C1)C